C(C)O/C=C/C1=C(C=CC=2N(C(N(C21)C)=O)C2C(N(C(CC2)=O)CC2=CC=C(C=C2)OC)=O)OC 3-[4-[(E)-2-ethoxyvinyl]-5-methoxy-3-methyl-2-oxo-benzimidazol-1-yl]-1-[(4-methoxyphenyl)methyl]piperidine-2,6-dione